N-ethyl-5-fluoro-2-(1-fluoro-3-methyl-6-{1-[(1S)-1-(piperidin-4-yl)ethyl]azetidin-3-yl}imidazo[1,5-a]pyridin-8-yl)-N-(isopropyl)benzamide C(C)N(C(C1=C(C=CC(=C1)F)C=1C=2N(C=C(C1)C1CN(C1)[C@@H](C)C1CCNCC1)C(=NC2F)C)=O)C(C)C